(S)-4-amino-7-fluoro-1-methyl-N-(2,2,2-trifluoroethyl)-N-(6-(trifluoromethyl)-2,3-dihydrobenzofuran-3-yl)-1H-pyrazolo[4,3-c]quinolin-8-carboxamide NC1=NC=2C=C(C(=CC2C2=C1C=NN2C)C(=O)N([C@@H]2COC1=C2C=CC(=C1)C(F)(F)F)CC(F)(F)F)F